(R)-N-(3-(2-(1-hydroxyethyl)-6-tosylimidazo[4,5-d]pyrrolo[2,3-b]pyridin-1(6H)-yl)bicyclo[1.1.1]pentan-1-yl)propane-1-sulfonamide O[C@H](C)C1=NC=2C(=C3C(=NC2)N(C=C3)S(=O)(=O)C3=CC=C(C)C=C3)N1C13CC(C1)(C3)NS(=O)(=O)CCC